C1(CCC1)N(C(OC(C)(C)C)=O)[C@@H]1CN(CC1)C=1N=NC(=CN1)C1=C(C=C(C(=C1)F)C1=CN=NC(=C1)OC)OCOC tert-butyl (S)-cyclobutyl(1-(6-(5-fluoro-2-(methoxymethoxy)-4-(6-methoxypyridazin-4-yl)phenyl)-1,2,4-triazin-3-yl)pyrrolidin-3-yl)carbamate